FC(C1=C(C(=NN1)C=1C(=NC=CC1)C)I)F 3-(5-(difluoromethyl)-4-iodo-1H-pyrazol-3-yl)-2-methylpyridine